CC1=CN=C2N1C=C(C=C2)C=2C=1N(C(=NC2C=2OC=CN2)N)N=C(N1)C[C@@H]1COCC1 (S)-8-(3-methylimidazo[1,2-a]pyridin-6-yl)-7-(oxazol-2-yl)-2-((tetrahydrofuran-3-yl)methyl)-[1,2,4]triazolo[1,5-c]pyrimidin-5-amine